N-Cyclohexylbenzothiazol C1(CCCCC1)N1CSC2=C1C=CC=C2